C(C)(C)(C)OC(=O)N1CC2=CC=C(C=C2C1)OC 5-methoxyisoindoline-2-carboxylic acid tert-butyl ester